tert-butyl 2-(methoxy (methyl) amino)-2-oxoacetate CON(C(C(=O)OC(C)(C)C)=O)C